[Na+].CCS(=O)(=O)[O-] 2-ethanesulfonate sodium salt